(((2R,7aS)-2-fluorotetrahydro-1H-pyrrolizin-7a(5H)-yl)methoxy)-4a,8a-dihydroquinoline-3-acetonitrile F[C@@H]1C[C@@]2(CCCN2C1)COC1=NC2C=CC=CC2C=C1CC#N